N-(3-amino-2,4-difluoro-phenyl)-2,3-dichloro-benzenesulfonamide NC=1C(=C(C=CC1F)NS(=O)(=O)C1=C(C(=CC=C1)Cl)Cl)F